BrC=1C=CC2=C(C(=N[C@H](C=3N2C(=NN3)C3CC3)C)C3=NC=CC=C3F)C1Cl (4S)-8-bromo-7-chloro-1-cyclopropyl-6-(3-fluoro-2-pyridyl)-4-methyl-4H-[1,2,4]triazolo[4,3-a][1,4]benzodiazepine